C(C1=CC=CC=C1)ONC(=O)NCCCC[C@@H](C(NC=1SC=CN1)=O)NC([C@@H]([C@H](CCC)N(O)C=O)CC(C)C)=O (2R,3S)-3-(Formyl-hydroxyamino)-2-(2-methyl-1-propyl)hexanoic acid [(1S)-5-benzyloxycarbamoylamino-1-(1,3-thiazol-2-ylcarbamoyl)-1-pentyl] amide